3-(Heptyloxy)-2,2-bis((heptyloxy)methyl)propyl 4-(4-(2-hydroxyethyl)piperazin-1-yl)butanoate OCCN1CCN(CC1)CCCC(=O)OCC(COCCCCCCC)(COCCCCCCC)COCCCCCCC